(S)-2,6-dichloro-N,N-dimethyl-4-(1-(1-(3,3,3-trifluoro-2-hydroxy-2-phenylpropanoyl)piperidin-4-yl)azetidin-3-ylamino)benzamide ClC1=C(C(=O)N(C)C)C(=CC(=C1)NC1CN(C1)C1CCN(CC1)C([C@](C(F)(F)F)(C1=CC=CC=C1)O)=O)Cl